N-(piperidin-4-yl)-8-(trifluoromethyl)quinolin-4-amine hydrochloride Cl.N1CCC(CC1)NC1=CC=NC2=C(C=CC=C12)C(F)(F)F